C(C)NCCNC(=O)OC(C)(C)C N-ethyl-N'-(t-Butoxycarbonyl)ethylenediamine